[C@@H]12C=C[C@@H](CC1)C2 (1R,4S)-bicyclo[2.2.1]hept-2-ene